8-(2,4-dimethyl-1,3-thiazol-5-yl)quinazolin CC=1SC(=C(N1)C)C=1C=CC=C2C=NC=NC12